Cl.N[C@H](C(=O)OC)CC1=C2CCCOC2=C(C=C1)Br methyl (S)-2-amino-3-(8-bromochroman-5-yl)propanoate hydrochloride